C1(CC1)C1=CC=C2N=CC(NC2=C1)=O 7-cyclopropyl-1H-quinoxalin-2-one